ClC=1C=C(C=CC1F)C(C=1NC(=C(N1)S(=O)(=O)C)Cl)C1=CC(=C(C=C1)F)Cl 2-(bis(3-chloro-4-fluorophenyl)methyl)-5-chloro-4-(methylsulfonyl)-1H-imidazole